C(#C)C1(CCCCC1)O 1-ethynyl-1-hydroxycyclohexane